Cl.C(N)(OC[C@@H]1[C@@H](CNCC1)F)=O (((3S,4R)-3-fluoropiperidin-4-yl) methyl) carbamate hydrochloride